4-[3-(4-chlorophenyl)-4-[2-[[(E)-3-[2-fluoro-4-(trifluoromethyl)phenyl]prop-2-enoyl]amino]acetyl]piperazin-1-yl]butanoic acid ClC1=CC=C(C=C1)C1CN(CCN1C(CNC(\C=C\C1=C(C=C(C=C1)C(F)(F)F)F)=O)=O)CCCC(=O)O